(R)-3-((3-(4-bromo-2-methoxyphenyl)-4-isopropyl-5-oxo-4,5-dihydro-1,2,4-triazin-6-yl)amino)piperidine-1-carboxylic acid tert-butyl ester C(C)(C)(C)OC(=O)N1C[C@@H](CCC1)NC=1C(N(C(=NN1)C1=C(C=C(C=C1)Br)OC)C(C)C)=O